5-azidopentanate N(=[N+]=[N-])CCCCC(=O)[O-]